C12(CC3CC(CC(C1)C3)C2)C(C)NCCCCCCC#CC2=C3C(N(C(=NC3=CC=C2)C(F)(F)F)C2C(NC(CC2)=O)=O)=O 3-(5-(8-((1-((3r,5r,7r)-adamantan-1-yl)ethyl)amino)oct-1-yn-1-yl)-4-oxo-2-(trifluoromethyl)quinazolin-3(4H)-yl)piperidine-2,6-dione